FC1=C2NC(C(NC2=C(C=C1)NC)=O)(C)C 5-fluoro-3,3-dimethyl-8-(methylamino)-3,4-dihydroquinoxalin-2(1H)-one